CC1=NN=C(S1)CNC1=NC=NC=C1 N-[(5-methyl-1,3,4-thiadiazol-2-yl)methyl]pyrimidin-4-amine